FC(C(=O)O)(F)F.FC1(CCC(CC1)C1=NN=C(O1)C1(CN(C1)C(=O)[C@H]1NCC2(CCC2)[C@@H](C1)O)C(C)C)F (3-(5-(4,4-difluorocyclohexyl)-1,3,4-oxadiazol-2-yl)-3-isopropylazetidine-1-yl)((7S,9R)-9-hydroxy-6-azaspiro[3.5]nonan-7-yl)methanone trifluoroacetate